ClC1=CC=C(C=C1)\C(=N\NC1=CC=CC=C1)\C1=CC=CC=C1 (E)-1-((4-chlorophenyl)(phenyl)methylene)-2-phenylhydrazine